FC1=CC=2N(C=C1OC1=NC=C(C=C1OCC(F)(F)F)F)C(=C(N2)C(=O)NC2(CCS(CC2)(=O)=O)C)C 7-fluoro-6-[[5-fluoro-3-(2,2,2-trifluoroethoxy)-2-pyridyl]oxy]-3-methyl-N-(4-methyl-1,1-dioxo-thian-4-yl)imidazo[1,2-a]pyridine-2-carboxamide